2-bromo-6-iodopyridin-3-ol BrC1=NC(=CC=C1O)I